Dimethyl-benzamide CC=1C(=C(C(=O)N)C=CC1)C